F[C@@H]1C[C@H](N2N=C(N=C21)C(=O)O)C2=CC=CC=C2 trans-7-fluoro-5-phenyl-6,7-dihydro-5H-pyrrolo[1,2-b][1,2,4]triazole-2-carboxylic acid